ClC=1C=C2C(=C(C(=NC2=C(C1)C(C)=CC(C)(S(=O)N)C)N1CCC(CC1)OC)C)C#N [1-[6-chloro-4-cyano-2-(4-methoxy-1-piperidyl)-3-methyl-8-quinolyl]ethylidene]-2-methyl-propane-2-sulfinamide